C(C)(C)(C)O[C@H](C(=O)NOC)C=1C(=C2C(=NC1C)N(C(=C2C)C)CC=2C=NN(C2)C)C2=CC=C(C=C2)Cl (S)-2-(tert-butoxy)-2-(4-(4-chlorophenyl)-2,3,6-trimethyl-1-((1-methyl-1H-pyrazole-4-yl)methyl)-1H-pyrrolo[2,3-b]pyridin-5-yl)-N-methoxyacetamide